O=C1NC(CCC1N1C=C(C2=CC(=CC=C12)C1CCN(CC1)C(=O)OC(C)(C)C)C)=O tert-butyl 4-[1-(2,6-dioxo-3-piperidyl)-3-methyl-indol-5-yl]piperidine-1-carboxylate